5-ethylpyrimidin C(C)C=1C=NC=NC1